N1=CC=C2N1CCN(C2)CC2=C1C(=NC(=C2)C=2C=C3CN(C(C3=CC2)=O)C2C(NC(CC2)=O)=O)N(C=C1)C 3-(5-(4-((6,7-dihydropyrazolo[1,5-a]pyrazin-5(4H)-yl)methyl)-1-methyl-1H-pyrrolo[2,3-b]pyridin-6-yl)-1-oxoisoindolin-2-yl)piperidine-2,6-dione